(R)-2-(3-(3-(fluoro(4-methyl-4H-1,2,4-triazol-3-yl)methyl)oxetan-3-yl)phenyl)-6-((3-(hydroxymethyl)-3-methylazetidin-1-yl)methyl)-4-(trifluoromethyl)isoindolin-1-one F[C@H](C1(COC1)C=1C=C(C=CC1)N1C(C2=CC(=CC(=C2C1)C(F)(F)F)CN1CC(C1)(C)CO)=O)C1=NN=CN1C